CC1=CC=C(C=C1)NC2=CC=C(C=C2)OC 4-methoxy-4'-methyldiphenylamine